C(C)(C)(C)OC(CNC(=O)C1=CC=NC2=CC(=CC=C12)C=O)=O (7-formylquinoline-4-carbonyl)glycine tert-butyl ester